4-(2-(((R)-1-(azetidin-1-ylmethyl)-2,2-difluorocyclopropyl)methoxy)-8-fluoro-5-((S)-2-methylazetidin-1-yl)pyrido[4,3-d]pyrimidin-7-yl)-5-ethynyl-6-fluoronaphthalen-2-ol N1(CCC1)C[C@@]1(C(C1)(F)F)COC=1N=CC2=C(N1)C(=C(N=C2N2[C@H](CC2)C)C2=CC(=CC1=CC=C(C(=C21)C#C)F)O)F